methyl (2S,3S)-2-(2-bromo-6-fluorophenyl)-1',3'-dioxo-1',3'-dihydrospiro[cyclopropane-1,2'-indene]-3-carboxylate BrC1=C(C(=CC=C1)F)[C@H]1[C@@H](C12C(C1=CC=CC=C1C2=O)=O)C(=O)OC